(3aS,4R,5R,6aR)-4-(((tert-butyldiphenylsilyl)oxy)methyl)-2,2,4-trimethyltetrahydrothieno[3,4-d][1,3]dioxole 5-oxide [Si](C1=CC=CC=C1)(C1=CC=CC=C1)(C(C)(C)C)OC[C@]1([S@@](C[C@@H]2OC(O[C@@H]21)(C)C)=O)C